(S)-6-bromo-3-(3-(5-methylpyridin-2-yloxy)pyrrolidin-1-yl)pyridinecarbaldehyde BrC1=CC=C(C(=N1)C=O)N1C[C@H](CC1)OC1=NC=C(C=C1)C